Cl.C12CN(CC(CC1)N2)C2=C1C(=NC=C2)NC(=C1)C=1C(=NN(C1)C)F 4-(3,8-diazabicyclo[3.2.1]oct-3-yl)-2-(3-fluoro-1-methyl-1H-pyrazol-4-yl)-1H-pyrrolo[2,3-b]pyridine hydrochloride